(1-hydroxy-2-prop-2-enylcyclohexyl)-phenylmethanone OC1(C(CCCC1)CC=C)C(=O)C1=CC=CC=C1